(S)- and (R)-2-((4-fluorophenethyl)amino)-2-phenyl-1-(6-(pyridin-4-yl)-1H-indol-3-yl)ethan-1-one FC1=CC=C(CCN[C@H](C(=O)C2=CNC3=CC(=CC=C23)C2=CC=NC=C2)C2=CC=CC=C2)C=C1 |r|